CO[Si](OC)(OC)CSSSSC[Si](OC)(OC)OC BIS[(TRIMETHOXYSILYL)METHYL]TETRASULFIDE